N-(3-chloro-(pyridin-3-yl)-1H-pyrazol-4-yl)-2-(methylsulfonyl)propanamide ClC1=NN(C=C1NC(C(C)S(=O)(=O)C)=O)C=1C=NC=CC1